C(CC)C1C(CCCC1)NC(=O)CC(CC(=O)NC1C(CCCC1)CCC)C(=O)NC1C(CCCC1)CCC 1,2,3-propanetricarboxylic acid tris(2-n-propylcyclohexylamide)